2-(3-fluoroanilino)-6-aminopurine FC=1C=C(NC2=NC(=C3NC=NC3=N2)N)C=CC1